deoxyallose O=CC[C@H](O)[C@H](O)[C@H](O)CO